NCC1=C(C=C(C=C1)NC1=NC=2N(C(=C1)NC1CC1)N=CC2)CS(=O)(=O)C 5-((4-(Aminomethyl)-3-((methylsulfonyl)methyl)phenyl)amino)-7-(cyclopropylamino)pyrazolo[1,5-a]pyrimidin